(1R,4S)-3-hydroxybicyclo[2.2.1]heptane-1-carboxylic acid OC1C[C@]2(CC[C@H]1C2)C(=O)O